FC(C1=CC=2C(C3N(CCNC3)C2N=C1)=O)(F)F 3-(trifluoromethyl)-6,7,8,9-tetrahydropyrido[3',2':4,5]pyrrolo[1,2-a]pyrazin-5(5aH)-one